rac-(3aR,7aS)-3-(7,8-dihydro[1,4]dioxino[2,3-e][1,3]benzothiazol-2-yl)-5-methyloctahydro-2H-imidazo[4,5-c]pyridin-2-one N1=C(SC2=C1C1=C(C=C2)OCCO1)N1C(N[C@@H]2[C@H]1CN(CC2)C)=O |r|